3-propoxy-N,N-diethylpropanamide C(CC)OCCC(=O)N(CC)CC